4-fluoro-2-methoxyphenol FC1=CC(=C(C=C1)O)OC